(E)-2-(4-(tert-butyl)styryl)-4,4-dimethyl-1-tosylazepane C(C)(C)(C)C1=CC=C(/C=C/C2N(CCCC(C2)(C)C)S(=O)(=O)C2=CC=C(C)C=C2)C=C1